N-[(4-Hydroxy-3-methoxyphenyl)methyl]octanamide OC1=C(C=C(C=C1)CNC(CCCCCCC)=O)OC